N-((2-(2-(difluoromethyl)-2H-tetrazol-5-yl)-6-(4-fluorophenyl)pyridin-3-yl)methyl)acrylamide FC(N1N=C(N=N1)C1=NC(=CC=C1CNC(C=C)=O)C1=CC=C(C=C1)F)F